ClC1=C(C(=O)P(C2=CC=CC=C2)(C(C2=C(C=CC=C2Cl)Cl)=O)=O)C(=CC=C1)Cl bis-(2,6-dichlorobenzoyl)phenyl-phosphine oxide